(1S,2R,4S)-bornylbutyrate [C@@]12([C@@H](C[C@H](CC1)C2(C)C)OC(CCC)=O)C